(R)-1-(2-chloropyridin-3-yl)ethyl (4-(5-(1-cyanocyclobutane-1-carboxamido)pyridin-2-yl)-1-methyl-1H-1,2,3-triazol-5-yl)carbamate C(#N)C1(CCC1)C(=O)NC=1C=CC(=NC1)C=1N=NN(C1NC(O[C@H](C)C=1C(=NC=CC1)Cl)=O)C